2-Isopropyl-2-methyl-5H-imidazo-[1',2':1,2]pyrrolo[3,4-b]pyridine-3,5(2H)-dione C(C)(C)C1(N=C2N(C(C=3C2=NC=CC3)=O)C1=O)C